(R)-3-(2-(4-(4-fluorophenyl)piperazin-1-yl)ethyl)-2-oxa-8-azaspiro[4.5]decan-1-one FC1=CC=C(C=C1)N1CCN(CC1)CC[C@@H]1OC(C2(C1)CCNCC2)=O